6-fluoro-1-((1R,2R)-2-(hydroxymethyl)cyclopentyl)-2-methylquinolin-4(1H)-one FC=1C=C2C(C=C(N(C2=CC1)[C@H]1[C@@H](CCC1)CO)C)=O